C1(CC1)NC(C(C(C[C@H]1C(NCC1)=O)NC([C@H](CC(C)(C)C)NC([C@H](C)OC1=C(C=C(C=C1)Cl)Cl)=O)=O)=O)=O (2S)-N-(4-(cyclopropylamino)-3,4-dioxo-1-((S)-2-oxopyrrolidin-3-yl)butan-2-yl)-2-((S)-2-(2,4-dichlorophenoxy)propanamido)-4,4-dimethylpentanamide